3-hydroxy-2,2-dimethylpropyl-3-hydroxy-2,2-dimethylpropanoate OCC(COC(C(CO)(C)C)=O)(C)C